2-bromo-5-(piperazin-1-yl)benzoic acid methyl ester hydrochloride Cl.COC(C1=C(C=CC(=C1)N1CCNCC1)Br)=O